BrC1=C(C=CC(=C1)OCC(C)C)F 2-bromo-1-fluoro-4-isobutoxybenzene